ClC=1C=C2C=NN(C2=CC1N1CCN(CC1)C1(COCC1)C)C=1C=NN(C1)C1CC1 5-chloro-1-(1-cyclopropyl-1H-pyrazol-4-yl)-6-(4-(3-methyltetrahydrofuran-3-yl)piperazin-1-yl)-1H-indazole